(R)- or (S)-2-((difluoromethoxy)methyl)-5-(4-fluorophenyl)-3,4-dihydro-2H-pyrano[2,3-b]pyridine-7-carboxamide FC(OC[C@H]1CCC=2C(=NC(=CC2C2=CC=C(C=C2)F)C(=O)N)O1)F |o1:4|